C(C)(=O)SC1CCC(CC1)C(=O)OC(C)(C)C tert-Butyl 4-(acetylthio)cyclohexanecarboxylate